BrC=1C(=NC(=NC1)NC1=C(C=C(C(=C1)OC)N1CCC(CC1)N1CCCC1)C)NC1=C(C=C(C=C1)F)C(C)(C)O 2-(2-((5-Bromo-2-((5-methoxy-2-methyl-4-(4-(pyrrolidin-1-yl)piperidin-1-yl)phenyl)amino)pyrimidin-4-yl)amino)-5-fluorophenyl)propan-2-ol